1-(4-((5-(3,5-dimethylisoxazol-4-yl)-2-methylphenyl)((1-((6-(2,4-dioxotetrahydropyrimidin-1(2H)-yl)pyridazin-3-yl)methyl)piperidin-4-yl)methyl)amino)phenyl)cyclopropane-1-carbonitrile CC1=NOC(=C1C=1C=CC(=C(C1)N(C1=CC=C(C=C1)C1(CC1)C#N)CC1CCN(CC1)CC=1N=NC(=CC1)N1C(NC(CC1)=O)=O)C)C